N-acetoxy-1-[9-ethyl-6-(2-methylbenzoyl)-9H-carbazol-3-yl]ethane-1-imine C(C)(=O)ON=C(C)C=1C=CC=2N(C3=CC=C(C=C3C2C1)C(C1=C(C=CC=C1)C)=O)CC